C[C@H]1NCC2=C(C=3C=4C=CC(=NC4C=CC3S2)C2=CC(=NC(=C2)C=C)C2CCN(CC2)C)NC1 (R)-10-methyl-3-(2-(1-methylpiperidin-4-yl)-6-vinylpyridin-4-yl)-9,10,11,12-tetrahydro-8H-[1,4]diazepino[5',6':4,5]thieno[3,2-f]quinolin